C(CCCCCCCCC)(=O)OCCCCCCCC octanyl decanoate